N-(5-(4-fluorobenzo[d]oxazol-2-yl)-8-(methylamino)-2,7-naphthyridin-3-yl)cyclopropanecarboxamide FC1=CC=CC2=C1N=C(O2)C2=C1C=C(N=CC1=C(N=C2)NC)NC(=O)C2CC2